N1(CC=CC=C1)C1=CC=NC=C1 2H-[1,4'-bipyridin]